3-Methyl-5-(N-(4-bromobenzyl)-N-phenylethylsulfamoyl)benzofuran-2-carboxylic acid CC1=C(OC2=C1C=C(C=C2)S(N(CCC2=CC=CC=C2)CC2=CC=C(C=C2)Br)(=O)=O)C(=O)O